ClC=1C(=CC=C2C(CC(OC12)(C)C)=O)OCOCCOC 8-chloro-7-((2-methoxyethoxy)methoxy)-2,2-dimethylchroman-4-one